(S)-5-((1-Methoxy-3-(3-oxo-3-(4-(5-(trifluoromethyl)pyrimidin-2-yl)piperazin-1-yl)propoxy)propan-2-yl)thio)-4-(trifluoromethyl)pyridazin-3(2H)-one COC[C@@H](COCCC(N1CCN(CC1)C1=NC=C(C=N1)C(F)(F)F)=O)SC1=C(C(NN=C1)=O)C(F)(F)F